CC([C@H](N)C1=CC=CC=C1)(C)C (S)-2,2-dimethyl-1-phenyl-propan-1-amine